FC(OC=1C=NC(=NC1)[C@H]1[C@@H](CC1)C=1NC(C2=C(N1)N(N=C2C#N)[C@H](C)C=2C=NC(=CC2)C(F)(F)F)=O)F 6-((1R,2R)-2-(5-(difluoromethoxy)pyrimidin-2-yl)cyclobutyl)-4-oxo-1-((R)-1-(6-(trifluoromethyl)pyridin-3-yl)ethyl)-4,5-dihydro-1H-pyrazolo[3,4-d]pyrimidine-3-carbonitrile